6-(1-(5-(4-chloro-1-methyl-6-oxo-1,6-dihydropyridin-3-yl)-7-(2-((2-fluoroethyl)(methyl)amino)ethyl)-1-oxo-3,4-dihydroisoquinolin-2(1H)-yl)ethyl)-4-ethoxynicotinonitrile ClC=1C(=CN(C(C1)=O)C)C1=C2CCN(C(C2=CC(=C1)CCN(C)CCF)=O)C(C)C1=NC=C(C#N)C(=C1)OCC